2'-Chloro-5-(difluoromethoxy)-6-fluoro-5'-(2-phenyloxiran-2-yl)-[1,1'-biphenyl]-2-carbonitrile ClC1=C(C=C(C=C1)C1(OC1)C1=CC=CC=C1)C=1C(=CC=C(C1F)OC(F)F)C#N